Cyclopropyl-2-[6-(3,4-difluorophenyl)pyrazolo[4,3-b]pyridin-1-yl]ethanone C1(CC1)C(CN1N=CC2=NC=C(C=C21)C2=CC(=C(C=C2)F)F)=O